trans-1-(6-{3-Fluoro-2-[(hydroxyimino)methyl]phenyl}-3-(3-fluoro-5-methylphenyl)chinolin-4-yl)-3-methoxypiperidin-4-amin FC=1C(=C(C=CC1)C=1C=C2C(=C(C=NC2=CC1)C1=CC(=CC(=C1)C)F)N1C[C@H]([C@@H](CC1)N)OC)C=NO